tert-butyl (S)-4-(3-bromo-1H-pyrazolo[3,4-d]pyrimidin-4-yl)-3-methylpiperazine-1-carboxylate BrC1=NNC2=NC=NC(=C21)N2[C@H](CN(CC2)C(=O)OC(C)(C)C)C